C(CCCC)C(C=O)=CC1=CC=CC=C1 alpha-Amylcinnamaldehyd